ethyl 1-acetyl-3-(3-methoxypropoxy)-1H-pyrazole-4-carboxylate C(C)(=O)N1N=C(C(=C1)C(=O)OCC)OCCCOC